3-(2-fluorobenzyl)-7-((6-hydroxypyridin-2-yl)oxy)-5-methyl-3,5-dihydro-4H-pyridazino[4,5-b]indol-4-one FC1=C(CN2N=CC3=C(N(C=4C=C(C=CC34)OC3=NC(=CC=C3)O)C)C2=O)C=CC=C1